5-bromo-3-methyl-1-((1-methyl-1H-pyrazol-3-yl)methyl)-1,3-dihydro-2H-benzo[d]imidazol-2-one BrC1=CC2=C(N(C(N2C)=O)CC2=NN(C=C2)C)C=C1